2,6-diethyl-morpholine-N-oxide C(C)C1C[NH+](CC(O1)CC)[O-]